BrC=1C(=C(OC2CCC(CC2)CCCN2C[C@@H](CC2)C=2C=CC=C3C(=NN(C23)C)C2C(NC(CC2)=O)=O)C=CC1)C 3-(7-((S)-1-(3-((1r,4R)-4-(3-bromo-2-methylphenoxy)cyclohexyl)propyl)pyrrolidin-3-yl)-1-methyl-1H-indazol-3-yl)piperidine-2,6-dione